NCCNCCC[Si](OC)(OC)OC N-(2-aminoethyl)-3-aminopropyltrimethoxy-silane